4-(2-chloro-4-methylphenyl)butanoic acid ClC1=C(C=CC(=C1)C)CCCC(=O)O